(4-((4-(2-(3,5-dichloro-4-(2-chloroethoxy)phenyl)propan-2-yl)phenoxy)methyl)pyrimidin-2-yl)methanesulfonamide ClC=1C=C(C=C(C1OCCCl)Cl)C(C)(C)C1=CC=C(OCC2=NC(=NC=C2)CS(=O)(=O)N)C=C1